C(C=C)(=O)N1[C@@H]2CN([C@@H]2CC1)C1=C(C(=NC2=CC(=C(C=C12)F)C1=CC=CC=2CCCCC12)OCC12CCCN2CCC1)CC#N 4-((1R,5R)-2-acryloyl-2,6-diazabicyclo[3.2.0]hept-6-yl)-6-fluoro-2-((tetrahydro-1H-pyrrolizin-7a(5H)-yl)methoxy)-7-(5,6,7,8-tetrahydronaphthalen-1-yl)quinoline-3-acetonitrile